1,1,1,3,3,3-Hexafluoropropan-2-yl (S)-1-(pyridazin-4-ylcarbamoyl)-6-azaspiro[2.5]octan-6-carboxylat N1=NC=C(C=C1)NC(=O)[C@H]1CC12CCN(CC2)C(=O)OC(C(F)(F)F)C(F)(F)F